O=C(CCNC[C@H]1N(CC2=CC=CC=C12)C1=C(C(NN=C1)=O)C(F)(F)F)N1CCN(CC1)C1=NC=C(C=C1)C(F)(F)F (S)-5-(1-(((3-Oxo-3-(4-(5-(trifluoromethyl)pyridin-2-yl)piperazin-1-yl)propyl)amino)methyl)isoindolin-2-yl)-4-(trifluoromethyl)pyridazin-3(2H)-one